C(C1=CC=CC=C1)N1N=C(NC1=O)CC1=C(C=CC=C1F)Cl 2-benzyl-5-(2-chloro-6-fluorobenzyl)-2,4-dihydro-3H-1,2,4-triazol-3-one